BrC1=NC(=CC(=C1O)C(CC)=O)C 1-(2-bromo-3-hydroxy-6-methylpyridin-4-yl)propan-1-one